[2-(4-Methylphenyl)-2-oxoethyl]propanedioic acid dimethyl ester COC(C(C(=O)OC)CC(=O)C1=CC=C(C=C1)C)=O